1-[5-(2-fluorophenyl)-1-(pyridine-3-sulfonyl)-1H-pyrrol-3-yl]-N-methylmethylamine L-pyroglutamate N1[C@@H](CCC1=O)C(=O)O.FC1=C(C=CC=C1)C1=CC(=CN1S(=O)(=O)C=1C=NC=CC1)CNC